S1C(=CC=C1)C1=CC=C(C=O)C=C1 4-(thiophen-2-yl)-benzaldehyde